4-methoxy-6-(1-((R)-1-((S)-pyrrolidine-3-carbonyl)pyrrolidin-3-yl)-1H-pyrazol-4-yl)pyrazolo[1,5-a]pyridine-3-carbonitrile COC=1C=2N(C=C(C1)C=1C=NN(C1)[C@H]1CN(CC1)C(=O)[C@@H]1CNCC1)N=CC2C#N